C(C)(C)(C)C(CCO)CCCO 3-(tert-butyl)-1,6-hexanediol